COC(=O)C1CC(CC1)OS(=O)(=O)C 3-((methylsulfonyl)oxy)cyclopentane-1-carboxylic acid methyl ester